3-(((R)-7-((2S,4R)-4-((2,2-Difluoroethyl)amino)-2-(2,5-difluorophenyl)piperidine-1-carbonyl)-7-azaspiro[4.5]decan-10-yl)methyl)-6-(2-methoxyphenyl)pyrimidin-4(3H)-one FC(CN[C@H]1C[C@H](N(CC1)C(=O)N1CC2(CCCC2)[C@@H](CC1)CN1C=NC(=CC1=O)C1=C(C=CC=C1)OC)C1=C(C=CC(=C1)F)F)F